CNC(=O)C1=NN(C(=C1)C(=O)NCCC1CCOCC1)[C@@H](C)C1=CC=CC=C1 (S)-N3-methyl-1-(1-phenylethyl)-N5-(2-(tetrahydro-2H-pyran-4-yl)ethyl)-1H-pyrazole-3,5-dicarboxamide